O(C1=CC=CC=C1)C=1C=C(C(=O)O)C=CN1 2-phenoxyisonicotinic acid